Benzyl (2R,5R)-5-methyl-3-nitro-2-({[(CIS)-4-phenylcyclohexyl]oxy}methyl)pyrrolidine-1-carboxylate C[C@@H]1CC([C@@H](N1C(=O)OCC1=CC=CC=C1)CO[C@@H]1CC[C@@H](CC1)C1=CC=CC=C1)[N+](=O)[O-]